2-{7-[(1R,2S,3S,5S)-2-fluoro-1,5-dimethyl-8-azabicyclo[3.2.1]octan-3-yl]-7H-pyrrolo[2,3-c]pyridazin-3-yl}-5-(1H-1,2,3-triazol-1-yl)phenol F[C@@H]1[C@]2(CC[C@@](C[C@@H]1N1C=CC3=C1N=NC(=C3)C3=C(C=C(C=C3)N3N=NC=C3)O)(N2)C)C